1-(4-methoxybenzyl)-3-(2-(3-methylbenzoyl)-2-azaspiro[3.3]heptan-6-yl)urea COC1=CC=C(CNC(=O)NC2CC3(CN(C3)C(C3=CC(=CC=C3)C)=O)C2)C=C1